FC(C1=CC2=C(C=N1)NC(=N2)S)(F)F 6-(trifluoromethyl)-3H-imidazo[4,5-c]pyridine-2-thiol